C(C(C)C)C1=C(C=C(C=C1)C1=NOC(=N1)C1=CC=C(CN2CC(CCC2)C(=O)O)C=C1)C(F)(F)F 1-(4-(3-(4-isobutyl-3-(trifluoromethyl)phenyl)-1,2,4-oxadiazol-5-yl)benzyl)piperidine-3-carboxylic acid